FC(C(CCNC(OC(C)(C)C)=O)CC(=O)C1=C(C=CC=C1)COC)F tert-Butyl (3-(difluoromethyl)-5-(2-(methoxymethyl)phenyl)-5-oxopentyl)carbamate